P1S(PS1=S)=S 2,4-dithiadiphosphetan-2,4-disulfide